ClC1=CN=C2C(=N1)N(C=C2I)S(=O)(=O)N(C)C 3-chloro-7-iodo-N,N-dimethyl-5H-pyrrolo[2,3-b]pyrazine-5-sulfonamide